C1(CC1)NC(C(C(CC1C(NCC1)=O)NC(C(CC(C)C)NC(OC(C1=CC=CC=C1)C1(CCCC1)C1=CC(=CC=C1)Cl)=O)=O)=O)=O (1-(3-chlorophenyl)cyclopentyl)(phenyl)methyl (1-((4-(cyclopropylamino)-3,4-dioxo-1-(2-oxopyrrolidin-3-yl)butan-2-yl)amino)-4-methyl-1-oxopentan-2-yl)carbamate